N-(3-cyano-7-ethoxy-4-((4-phenoxyphenyl)amino)quinolin-6-yl)-4-(dimethylamino)but-2-enamide C(#N)C=1C=NC2=CC(=C(C=C2C1NC1=CC=C(C=C1)OC1=CC=CC=C1)NC(C=CCN(C)C)=O)OCC